N-(1-cyanopyrrolidin-3-yl)-4-(3,5-dimethyl-isoxazol-4-yl)benzamide C(#N)N1CC(CC1)NC(C1=CC=C(C=C1)C=1C(=NOC1C)C)=O